4-{3-(cyanomethyl)-3-[4-(7H-pyrrolo[2,3-d]pyrimidin-4-yl)-1H-pyrazol-1-yl]azetidin-1-yl}-N-(3-methoxyphenyl)piperidine-1-carboxamide C(#N)CC1(CN(C1)C1CCN(CC1)C(=O)NC1=CC(=CC=C1)OC)N1N=CC(=C1)C=1C2=C(N=CN1)NC=C2